(2S,4R)-2-formylamino-4-(pyridine-2-sulfonylamino)pyrrolidine-1-carboxylic acid tert-butyl ester C(C)(C)(C)OC(=O)N1[C@@H](C[C@H](C1)NS(=O)(=O)C1=NC=CC=C1)NC=O